BrC=1N=C(C(N(C1)C)=O)NC=1C=NC=CC1 5-Bromo-1-methyl-3-(pyridin-3-ylamino)pyrazin-2(1H)-one